FC(C)(F)C1=NC(=CC(=N1)NC1=CC(=NC=C1OCC1=NC=CC(=C1)C)NC(C)=O)C N-(4-((2-(1,1-difluoroethyl)-6-methylpyrimidin-4-yl)amino)-5-((4-methylpyridin-2-yl)methoxy)pyridin-2-yl)acetamide